2-[4-(azetidin-1-yl)-5-phenylthieno[2,3-d]pyrimidin-2-yl]pyridine N1(CCC1)C=1C2=C(N=C(N1)C1=NC=CC=C1)SC=C2C2=CC=CC=C2